N-(4-bromo-2-methylphenyl)-4-(2-hydroxyethyl)-1-methyl-1H-pyrazole-5-carboxamide BrC1=CC(=C(C=C1)NC(=O)C1=C(C=NN1C)CCO)C